COC(=O)C12C3C4C5(C3C1C5C24)CO (2R,3R,4S,5S)-4-(hydroxymethyl)cubane-1-carboxylic acid methyl ester